(S)-2-(3-benzylureido)-4-(((S)-3-(4-(tert-butoxy)phenyl)-1-((2,2-diethoxyethyl) (naphthalen-1-ylmethyl) amino)-1-oxopropan-2-yl)amino)-4-oxobutyl dodecanoate C(CCCCCCCCCCC)(=O)OC[C@H](CC(=O)N[C@H](C(=O)N(CC1=CC=CC2=CC=CC=C12)CC(OCC)OCC)CC1=CC=C(C=C1)OC(C)(C)C)NC(=O)NCC1=CC=CC=C1